2-(5-chloro-1-methyl-indazol-4-yl)-1-[(1S)-5-((1S)-2-fluoro-1-hydroxy-1-methyl-ethyl)-1-Methyl-3,4-dihydro-1H-isoquinolin-2-yl]Ethanone ClC=1C(=C2C=NN(C2=CC1)C)CC(=O)N1[C@H](C2=CC=CC(=C2CC1)[C@](CF)(C)O)C